1-(2,3,8,8-tetramethyl-1,2,3,4,6,7,8,8a-octahydronaphthalen-2-yl)ethan-1-one methyl-(1s,2s,3r,4r)-3-isocyanatobicyclo[2.2.1]hept-5-ene-2-carboxylate COC(=O)[C@H]1[C@@H]2C=C[C@H]([C@H]1N=C=O)C2.CC2(CC1C(CCC=C1CC2C)(C)C)C(C)=O